N(=NC=1C=C(C(C(=O)O)=CC1)C(=O)O)C=1C=C(C(C(=O)O)=CC1)C(=O)O 4,4'-azobisphthalic acid